O1C=2C(OCC1CCCCCCCCS(=O)(=O)O)=CSC2.[K] potassium 8-(2,3-dihydrothieno[3,4-b][1,4]dioxin-2-yl)octane-1-sulfonic acid